CC1N2CCCC(NCCNCCNCCC1CC1=CC(=CC=C1)C(F)(F)F)C2 methyl-3-(3-(trifluoromethyl)benzyl)-1,6,9,12-tetraazabicyclo[11.3.1]heptadecane